NC1=NC=CC=C1C1=NC=2C(=NC=C(C2)C2=CC=CC=C2)N1C1=CC=C(CN2CCC(CC2)OC2=CC=CC(=N2)C#N)C=C1 6-((1-(4-(2-(2-aminopyridin-3-yl)-6-phenyl-3H-imidazo[4,5-b]pyridin-3-yl)benzyl)piperidin-4-yl)oxy)picolinonitrile